C(C)C1=C(C=CC(=C1)O)N=C(N)C1=C(C=2N(N=C1)C=C(C2)C=2C=NC=CC2N2CCC(CC2)NC(OC(C)(C)C)=O)N[C@@H]2COCC2 tert-butyl N-[1-[3-[3-[N'-(2-ethyl-4-hydroxy-phenyl)carbamimidoyl]-4-[[(3S)-tetrahydrofuran-3-yl]amino]pyrrolo[1,2-b]pyridazin-6-yl]-4-pyridyl]-4-piperidyl]carbamate